C(C1=CC=CC=C1)OC=1C=CC2=C(C(=C(O2)C)C2=NC=CC(=N2)CC(F)(F)F)C1 2-[5-(benzyloxy)-2-methyl-1-benzofuran-3-yl]-4-(2,2,2-trifluoroethyl)pyrimidine